C(C1=CC=CC=C1)OC1=C(N2C(C3=C(C=CC=C13)Br)=NC=N2)C(=O)NCC(=O)OCC ethyl (6-(benzyloxy)-10-bromo-[1,2,4]triazolo[5,1-a]isoquinoline-5-carbonyl)glycinate